(1S)-6-chloro-1-[(1,3-dioxan-5-yl)methyl]-2-(4-methylpyrimidin-2-yl)-2,3,4,9-tetrahydro-1H-pyrido[3,4-b]indole ClC=1C=C2C3=C(NC2=CC1)[C@@H](N(CC3)C3=NC=CC(=N3)C)CC3COCOC3